(((1r,3r)-3-(benzyloxy)cyclobutyl)methoxy)(tert-butyl)dimethylsilane C(C1=CC=CC=C1)OC1CC(C1)CO[Si](C)(C)C(C)(C)C